Cl.NCCN(C(C)C=1C=C(C#N)C=CC1Br)CC 3-(1-((2-aminoethyl)(ethyl)amino)ethyl)-4-bromobenzonitrile hydrochloride